C(CCCCCCCCCCCCCCCCC)C(CO)(O)CO monooctadecylglycerol